C1=NN=C2N1C1=C(CCC2)C=CC=C1 5,6-dihydro-4H-[1,2,4]triazolo[4,3-a][1]benzazepine